1-(4-Benzylmorpholin-2-yl)propan-1-amine C(C1=CC=CC=C1)N1CC(OCC1)C(CC)N